CC1=C(C=C(C=C1)N=C=O)SSC1=C(C=CC(=C1)N=C=O)C bis(2-methyl-5-isocyanatophenyl) disulfide